C(C)(C)(C)[Si](OCCCOC1=NNC(=C1[N+](=O)[O-])C)(C)C tert-butyl-dimethyl-[3-[(5-methyl-4-nitro-1H-pyrazol-3-yl)oxy]propoxy]silane